(4-(1-(2,2-difluoroethyl)-6-methyl-2-(trifluoromethyl)-1H-imidazo[4,5-c]pyridin-4-yl)-2-fluorophenyl)(1,4-oxazepan-4-yl)methanone FC(CN1C(=NC=2C(=NC(=CC21)C)C2=CC(=C(C=C2)C(=O)N2CCOCCC2)F)C(F)(F)F)F